CO[C@@H]1CO[C@H]2[C@@H]1OC[C@H]2O (3R,3aR,6R,6aR)-6-methoxyhexahydrofuro[3,2-b]furan-3-ol